CC(C(N)(N)C)CCCCCCC dimethyl-Nonanediamine